ClC1=C(C=C(C=C1)C1=CC(=NC=N1)C(=O)O)OC(C)C 6-(4-chloro-3-isopropoxyphenyl)pyrimidine-4-carboxylic acid